(E)-1-((5-bromo-2'-chloro-[1,1'-biphenyl]-2-yl)sulfonyl)-4-fluoro-N-(3-(methylsulfonyl)allyl)piperidine-4-carboxamide BrC=1C=CC(=C(C1)C1=C(C=CC=C1)Cl)S(=O)(=O)N1CCC(CC1)(C(=O)NC\C=C\S(=O)(=O)C)F